ClCCCCCCC(OCC)OCC 7-chloro-1,1-diethoxyheptane